ClC1=CC(=C(C=C1)C1=NC(=CC=2N=C(N(C(C21)=O)C)C)N2C[C@H](O[C@@H](C2)C=2C=NN(C2)C)C)F 5-(4-chloro-2-fluoro-phenyl)-2,3-dimethyl-7-((2R,6R)-2-methyl-6-(1-methyl-1H-pyrazol-4-yl)-4-morpholinyl)pyrido[4,3-d]-pyrimidin-4(3H)-one